BrC(C(=O)OC)C=1C=C(C=C2CCOC(C12)(C)C)Cl methyl 2-bromo-2-(6-chloro-1,1-dimethylisochroman-8-yl)acetate